BrC1=NN(C(=C1)C(=O)N1CC2C(C2C1)OC1=NC(=CC(=C1)C(C)(C)NC(OCC1=CC=CC=C1)=O)C1=CC=C(C=C1)F)C benzyl (2-(2-((3-(3-bromo-1-methyl-1H-pyrazole-5-carbonyl)-3-azabicyclo[3.1.0]hexan-6-yl)oxy)-6-(4-fluorophenyl)pyridin-4-yl)propan-2-yl)carbamate